tert-Butyl 2-(5-(2-chloro-6-cyano-4-(1-(4-((2-(methanesulfonamido)pyrimidin-4-yl) methoxy)phenyl)-1-methyl-ethyl)phenoxy)pentoxy)acetate ClC1=C(OCCCCCOCC(=O)OC(C)(C)C)C(=CC(=C1)C(C)(C)C1=CC=C(C=C1)OCC1=NC(=NC=C1)NS(=O)(=O)C)C#N